C(C)(C)(C)OC(=O)NC=1C=C(C=CC1)N1C=C(C=CC1=O)C(=O)OCC ethyl 1-[3-(tert-butoxycarbonylamino) phenyl]-6-oxopyridine-3-carboxylate